(S)-1-phenyl-1,2,3,4-tetrahydroisoquinoline C1(=CC=CC=C1)[C@@H]1NCCC2=CC=CC=C12